benzyl (S)-((4,4-difluorocyclohexyl)(2-formylimidazo[1,2-b][1,2,4]triazin-6-yl)methyl)carbamate FC1(CCC(CC1)[C@@H](C=1N=C2N(N=C(C=N2)C=O)C1)NC(OCC1=CC=CC=C1)=O)F